FC=1C=C(CN2N=C(C=C2)C(=O)N[C@@H]2C(NC3=C(OC2)NN=C3)=O)C=CC1F (S)-1-(3,4-difluorobenzyl)-N-(5-oxo-4,5,6,7-tetrahydro-1H-pyrazolo[3,4-b][1,4]oxazepin-6-yl)-1H-pyrazole-3-carboxamide